C(=O)(OC(C)(C)C)C(CCCCCN)O Boc-6-aminohexanol